(E)-N-(4-(3-(4-(4-(dimethylamino)but-2-enoyl)piperazin-1-yl)pyridin-4-yl)-2-methylbenzyl)-3-(1-(fluoromethyl)cyclopropyl)-1,2,4-oxadiazole-5-carboxamide CN(C/C=C/C(=O)N1CCN(CC1)C=1C=NC=CC1C1=CC(=C(CNC(=O)C2=NC(=NO2)C2(CC2)CF)C=C1)C)C